alpha-(4-aminocyclohexyl)-p-toluidine NC1CCC(CC1)CC1=CC=C(N)C=C1